BrC1=CC=2N(C=C1)C(=CN2)S(=O)(=O)NC2=NC(=C(C(=N2)OC)Br)OC 7-bromo-N-(5-bromo-4,6-dimethoxy-pyrimidin-2-yl)imidazo[1,2-a]pyridine-3-sulfonamide